C1([C@H](O)[C@H](O)[C@H](O1)CO)SCC[C@H](N)C(=O)O S-ribosylhomocysteine